C(CCC)[Sn](C=1SC=C(C1)CCCCCCCCCCCC)(CCCC)CCCC tributyl-(4-dodecylthiophen-2-yl)stannane